C(C)OC(=O)C1=C(N=C(N1)[C@H]1N(CCCC1)C(=O)OC(C)(C)C)C1=CC=C(C=C1)C(NC1=NC=C(C(=C1)C)F)=O tert-butyl (S)-2-(5-(ethoxycarbonyl)-4-(4-((5-fluoro-4-methylpyridin-2-yl)carbamoyl)phenyl)-1H-imidazol-2-yl)piperidine-1-carboxylate